OC1CCOC2=C(C(=CC=C12)[N+](=O)[O-])OC1=CC=C(C(=O)N(C)C)C=C1 4-((4-hydroxy-7-nitrochroman-8-yl)oxy)-N,N-dimethylbenzamide